1,2-Dimyristoyl-Sn-Glycero-3-Phosphocholine C(CCCCCCCCCCCCC)(=O)OC[C@@H](OC(CCCCCCCCCCCCC)=O)COP(=O)([O-])OCC[N+](C)(C)C